C(=O)O.N[C@H](C(=O)NCCNC(C1=C(C=C(C=C1)NC=1C=2N(C=CN1)C(=CN2)C2=C(C(=C(C=C2)OCC#N)F)F)CC)=O)CO N-[2-[[(2S)-2-amino-3-hydroxy-propanoyl]amino]ethyl]-4-[[3-[4-(cyanomethoxy)-2,3-difluorophenyl]imidazo[1,2-a]pyrazin-8-yl]amino]-2-ethylbenzamide formate